O=C1CC(CN1CC#C)NC(C)=O N-(5-oxo-1-(prop-2-yn-1-yl)pyrrolidin-3-yl)acetamide